NC1=NC=CC(=N1)C1=NC=CC(=C1)C1=C(C=C(C=C1)NC(=O)C=1C(N(C(=CC1)C)C1=CC=C(C=C1)F)=O)F N-(4-(2-(2-aminopyrimidin-4-yl)pyridin-4-yl)-3-fluorophenyl)-1-(4-fluorophenyl)-6-Methyl-2-oxo-1,2-dihydropyridine-3-carboxamide